C1(CC1)OC=1C2=C(N=CN1)CN(CC2)C(=O)C2=C(OC=1N=CN=C(C12)NC1(CC1)C)C 5-{4-cyclopropoxy-5h,6h,7h,8h-pyrido[3,4-d]pyrimidine-7-carbonyl}-6-methyl-N-(1-methylcyclopropyl)furo[2,3-d]pyrimidin-4-amine